(R)-N-(2-(dimethylamino)ethyl)-3-((1-(5-fluoro-1H-pyrrolo[2,3-b]pyridin-3-yl)-6-oxo-1,6-dihydropyridazin-3-yl)amino)-4-methylpentanamide CN(CCNC(C[C@H](C(C)C)NC1=NN(C(C=C1)=O)C1=CNC2=NC=C(C=C21)F)=O)C